Bis-dodecyl-pentan-1,5-diamine-3-d palladium-tin [Sn].[Pd].C(CCCCCCCCCCC)C(CC(CCN)[2H])(N)CCCCCCCCCCCC